19-hydroxy-1-nonadecene OCCCCCCCCCCCCCCCCCC=C